(S)-2-((R)-3-((2-cyclopropoxyethyl)(5-(5,6,7,8-tetrahydro-1,8-naphthyridin-2-yl)pentyl)amino)pyrrolidin-1-yl)-2-(3-fluoro-5-isopropyl-2-methoxyphenyl)acetic acid C1(CC1)OCCN([C@H]1CN(CC1)[C@H](C(=O)O)C1=C(C(=CC(=C1)C(C)C)F)OC)CCCCCC1=NC=2NCCCC2C=C1